C(#N)C1=CC=C(C=C1)NC(=O)C12CC(C1)(C2)C(=O)N[C@@]2([C@H](C2)C=C)C(=O)NC2=CC=C(C(=O)NC1=C(C(=C(C(=O)NC3=CC=C(C(=O)O)C=C3)C=C1)O)OC(C)C)C=C2 4-(4-{4-[(1S,2R)-1-{3-[(4-Cyanophenyl)carbamoyl]bicyclo[1.1.1]pentane-1-amido}-2-ethenyl-cyclopropaneamido]benzamido}-2-hydroxy-3-(propan-2-yloxy)benzamido)benzoic acid